platinum (II) [bis(phenacylpyridine)] C(C(=O)C1=CC=CC=C1)C1=NC=CC=C1.C(C(=O)C1=CC=CC=C1)C1=NC=CC=C1.[Pt+2]